ClC1=C(C(=C(C=C1OC)OC)Cl)C1=CC2=C(N=C(N=C2)NC2=C(C=CC=C2C)NC(C=C)=O)C(=N1)NCC1CN(C1)C N-(2-((6-(2,6-dichloro-3,5-dimethoxyphenyl)-8-(((1-methylazetidin-3-yl)methyl)amino)pyrido[3,4-d]pyrimidin-2-yl)amino)-3-methyl-phenyl)acrylamide